ClC=1C=C2N(C(C=3N(C2=CC1)C=CN3)=O)C3=C(C=CC(=C3)F)C 7-Chloro-5-(5-fluoro-2-methylphenyl)imidazo[1,2-a]quinoxalin-4(5H)-one